(methyl)-carbamate CNC([O-])=O